SC=1OC=2C(N1)=C(C=CC2)C(=O)OC methyl 2-mercaptobenzo[d]oxazole-4-carboxylate